2-formyl-5,7-dihydro-6H-pyrrolo[3,4-B]pyridine-6-carboxylic acid tert-butyl ester C(C)(C)(C)OC(=O)N1CC2=NC(=CC=C2C1)C=O